BrC1=CC=C(CN(C2=CC=CC=C2)C2=CC=CC=C2)C=C1 4-bromo-N,N-diphenyl-benzylamine